bishydroxypropyl-bisphenol a OCCCC=1C(=C(O)C=CC1C(C)(C)C1=CC=C(C=C1)O)CCCO